3-methacryloxypropyl-dimethoxy-monochlorosilane C(C(=C)C)(=O)OCCC[Si](Cl)(OC)OC